(R)-2-(2-hydroxyphenyl)-3-(1-phenylpropan-2-yl)-5-(trifluoromethyl)pyrido[4,3-d]pyrimidin-4(3H)-one OC1=C(C=CC=C1)C=1N(C(C2=C(N1)C=CN=C2C(F)(F)F)=O)[C@@H](CC2=CC=CC=C2)C